(1S,2S)-N-(5-(5-chloro-6-fluoro-7-isopropyl-1H-indazol-4-yl)pyrazolo[1,5-a]pyridin-2-yl)-2-fluorocyclopropane-1-carboxamide ClC=1C(=C2C=NNC2=C(C1F)C(C)C)C1=CC=2N(C=C1)N=C(C2)NC(=O)[C@H]2[C@H](C2)F